ClC1=C(C(=CC=C1Cl)O)[C@H]1C[C@H](CN1)C(C(=O)N)CO 2-[(3S,5R)-5-(2,3-dichloro-6-hydroxyphenyl)pyrrolidin-3-yl]-3-hydroxy-propionamide